2-hydroxy-2-methyl-1-[4-(2-hydroxyethoxy)phenyl]1-propanone OC(C(=O)C1=CC=C(C=C1)OCCO)(C)C